BrC1=C(N=NC(=C1)Cl)C#N 4-bromo-6-chloro-3-pyridazinecarbonitrile